2-(5-bromo-2-fluorophenyl)-4,6-diphenyl-1,3,5-triazine BrC=1C=CC(=C(C1)C1=NC(=NC(=N1)C1=CC=CC=C1)C1=CC=CC=C1)F